3-Bromobenzo[4,5]imidazo[1,2-a]quinoline BrC1=CC=2C=CC=3N(C2C=C1)C1=C(N3)C=CC=C1